C(C)N1C(CC(C2=CC(=CC(=C12)F)F)=O)N1CC(NCC1)C 1-ethyl-6,8-difluoro-(3-methyl-piperazin-1-yl)-2,3-dihydro-quinolin-4(1H)-one